Bis(4-tert-butylphenyl)iodonium hexafluorophosphate F[P-](F)(F)(F)(F)F.C(C)(C)(C)C1=CC=C(C=C1)[I+]C1=CC=C(C=C1)C(C)(C)C